(S)-4-(2-(4-(2-acetyl-5-chlorophenyl)-3-methoxy-6-oxopyridazin-1(6H)-yl)-3-phenylpropanamido)-3-fluorobenzoic acid C(C)(=O)C1=C(C=C(C=C1)Cl)C=1C(=NN(C(C1)=O)[C@H](C(=O)NC1=C(C=C(C(=O)O)C=C1)F)CC1=CC=CC=C1)OC